C(C)(C)(C)OC(=O)N1CC(CC1)C1=CC(N(C=C1)C1CC1)=O 3-(1-cyclopropyl-2-oxo-1,2-dihydropyridin-4-yl)pyrrolidine-1-carboxylic acid tert-butyl ester